4-amino-7-(1-methyl-1H-pyrazol-5-yl)pyrrolo[1,2-a]quinoxaline-2-carboxylic acid ethyl ester C(C)OC(=O)C=1C=C2N(C3=CC=C(C=C3N=C2N)C2=CC=NN2C)C1